2-(Methoxymethyl)-2,8,8,11-tetramethyl-5-pentyl-4H,8H-benzo[c][1,3]dioxino[4,5-f]chromen-4-on COCC1(OC(C=2C(=C3C4=C(C(OC3=CC2CCCCC)(C)C)C=CC(=C4)C)O1)=O)C